FC(C(=O)O)(F)F.N[C@@H](C(=O)NC)C1=CC(=CC=C1)C(F)(F)F |r| (+-)-2-amino-N-methyl-2-(3-(trifluoromethyl)phenyl)acetamide trifluoroacetate